1-ethyl-3-methylimidazole alpha-hydroxypropionate OC(C(=O)O)C.C(C)N1CN(C=C1)C